BrC=1C(=NC=C(C1C(C)O)Br)OC 1-(3,5-dibromo-2-methoxy-4-pyridyl)ethanol